3-(3-(4-(Chloromethyl)phenyl)-5-fluoro-3H-imidazo[4,5-b]pyridin-2-yl)pyridin-2-amine ClCC1=CC=C(C=C1)N1C(=NC=2C1=NC(=CC2)F)C=2C(=NC=CC2)N